C(C)(=O)N(N(C(=O)C1=CC=2C3=C(C(=NC2C=C1)N)C=NN3C)CC3=C(C=C(C=C3)C#N)C(F)(F)F)C N'-acetyl-4-amino-N-(4-cyano-2-(trifluoromethyl)benzyl)-N',1-dimethyl-1H-pyrazolo[4,3-c]quinoline-8-carbohydrazide